ClC1=C(C(=CC=C1)Cl)N1C=2N(C3=C(C1=O)C=NC(=N3)NC3=CC(=C(C=C3)C3(CCN(CC3)C)O)F)CCN2 6-(2,6-dichlorophenyl)-2-((3-fluoro-4-(4-hydroxy-1-methylpiperidin-4-yl)phenyl)amino)-8,9-dihydroimidazo[1,2-a]pyrimido[5,4-e]pyrimidin-5(6H)-one